(6,7-dichloro-1-methyl-1,3,4,5-tetrahydro-2H-pyrido[4,3-b]indol-2-yl)(5-(2-(methylamino)ethoxy)pyrimidin-2-yl)methanone ClC1=C(C=CC=2C3=C(NC12)CCN(C3C)C(=O)C3=NC=C(C=N3)OCCNC)Cl